FC1=CC=C(C=C1)COC1=CC(=NN1C(=O)C1=COC=C1C)C1C(C(N1C(=O)N1CC(CC1)O)=O)C(F)(F)F 4-{5-[(4-fluorophenyl)methoxy]-1-(4-methylfuran-3-carbonyl)-1H-pyrazol-3-yl}-1-(3-hydroxypyrrolidine-1-carbonyl)-3-(trifluoromethyl)azetidin-2-one